methyl 3-(2-chloro-5-(3-chloro-5-(trifluoromethyl) pyridin-2-yl)-4-fluorophenyl)-5-methyl-4,5-dihydroisoxazole-5-carboxylate ClC1=C(C=C(C(=C1)F)C1=NC=C(C=C1Cl)C(F)(F)F)C1=NOC(C1)(C(=O)OC)C